3-(3-(4-(quinoxalin-2-yl)-1H-pyrazol-1-yl)cyclobutyl)propan-1-ol N1=C(C=NC2=CC=CC=C12)C=1C=NN(C1)C1CC(C1)CCCO